FC(S(=O)(=O)OC(C(F)(F)F)C1=CC(=C(C=C1)Br)OCOC)(F)F 1-(4-bromo-3-(methoxymethoxy) phenyl)-2,2,2-trifluoroethyl trifluoromethanesulfonate